C1(CC1)OC=1C(=C(C(=O)NC)C=CC1)C=O 3-CYCLOPROPOXY-2-FORMYL-N-METHYLBENZAMIDE